COC=1C=C(CNNC(=O)C2=NC(=CN=C2)C=2C(=NC(=CC2)OCC)C)C=C(C1)OC N'-(3,5-dimethoxybenzyl)-6-(6-ethoxy-2-methylpyridin-3-yl)pyrazine-2-carbohydrazide